C(C1=CC=CC=C1)OC=1C=CC(=C2C=CC=NC12)[C@H](CNC1CC2=CC(=C(C=C2C1)CC)CC)O (R)-8-(benzyloxy)-5-[2-[(5,6-diethyl-2,3-dihydro-1H-inden-2-yl)amino]-1-hydroxyethyl]quinoline